tert-butyl 3-(5-methoxyimidazo[1,2-c]pyrimidin-7-yl)-2,5-dihydro-1H-pyrrole-1-carboxylate COC1=NC(=CC=2N1C=CN2)C=2CN(CC2)C(=O)OC(C)(C)C